butenyl oxide C(=CCC)OC=CCC